N,N-dimethyl-3-(4-(9-(tetrahydro-2H-pyran-4-yl)pyrido[3,2-e][1,2,4]triazolo[4,3-a]pyrazin-2-yl)phenoxy)-1-propylamine CN(C)CCCOC1=CC=C(C=C1)C=1C=CC=2N=CC=3N(C2N1)C(=NN3)C3CCOCC3